NCCOCCOCCOCCOCCOCCNC(C1=CC(=CC=C1)C1=NC(=CC=C1C)NC(=O)C1(CC1)C1=CC2=C(OC(O2)(F)F)C=C1)=O N-(17-amino-3,6,9,12,15-pentaoxaheptadecyl)-3-(6-(1-(2,2-difluorobenzo[d][1,3]dioxol-5-yl)cyclopropane-1-carboxamido)-3-methylpyridin-2-yl)benzamide